2-fluoro-1-(4-methyl-2-(methylamino)thiazol-5-yl)prop-2-en-1-one FC(C(=O)C1=C(N=C(S1)NC)C)=C